tert-butyl (1-(5-(2-(2,6-dioxopiperidin-3-yl)-1,3-dioxoisoindolin-4-yl)pent-4-ynoyl)piperidin-4-yl)carbamate O=C1NC(CCC1N1C(C2=CC=CC(=C2C1=O)C#CCCC(=O)N1CCC(CC1)NC(OC(C)(C)C)=O)=O)=O